Hept-6-enal oxime C(CCCCC=C)=NO